COC(=O)N1CC(C1)C1=NC(=NO1)C1=CC(=C(C(=C1)NC(=O)C1=CN=C2N1C=CC(=C2)N2CCOCC2)C)F 3-(3-(3-fluoro-4-methyl-5-(7-morpholinoimidazo[1,2-a]pyridine-3-carboxamido)phenyl)-1,2,4-oxadiazol-5-yl)azetidine-1-carboxylic acid methyl ester